C1(CCC1)C=1OC(=NN1)N1[C@@H](C2=C(CC1)NC=N2)C2=NN1C(C(=CC=C1)C)=C2 (S)-2-cyclobutyl-5-(4-(4-methylpyrazolo[1,5-a]pyridin-2-yl)-6,7-dihydro-1H-imidazo[4,5-c]pyridin-5(4H)-yl)-1,3,4-oxadiazole